C(C1=CC=CC=C1)OC(=O)N1C=C(CC1)OC(CCNC=1N=[N+](C2=C(N1)C=C(C(=C2)F)Cl)[O-])=O 3-((3-((1-((benzyloxy)carbonyl)pyrrolin-3-yl)oxy)-3-oxopropyl)amino)-6-chloro-7-fluorobenzo[e][1,2,4]Triazine-1-oxide